C[C@@H]1CN(C[C@@H](C1)NCC1=NC=C(C=C1)N1CCNCC1)C1=C2C=CC=NC2=C(C=C1)C#N 5-[(3S,5R)-3-methyl-5-[(5-piperazin-1-yl-2-pyridinyl)methylamino]-1-piperidinyl]quinoline-8-carbonitrile